2-(2,4,5,7-tetrabromo-6-hydroxy-3-oxo-3H-xanthen-9-yl)benzoic acid (4-ethenylphenyl)methyl ester C(=C)C1=CC=C(C=C1)COC(C1=C(C=CC=C1)C=1C2=CC(=C(C(=C2OC2=C(C(C(=CC12)Br)=O)Br)Br)O)Br)=O